N-[(9H-fluoren-9-ylmethoxy)carbonyl]-L-β-homoleucine C1=CC=CC=2C3=CC=CC=C3C(C12)COC(=O)N[C@@H](CC(C)C)CC(=O)O